1-[2-(difluoromethoxy)ethyl]-4-iodo-5-methyl-pyrazole FC(OCCN1N=CC(=C1C)I)F